CC1=C(C=CC=C1C)C1=C(C=C2C(=N1)C(=NN2C(=O)OC(C)(C)C)C=2C=NC(=CC2)N2C[C@H]1N(CC2)C[C@@H](C1)O)OC tert-butyl 5-(2,3-dimethylphenyl)-3-(6-((7r,8as)-7-hydroxyhexahydropyrrolo[1,2-a]pyrazin-2(1H)-yl) pyridin-3-yl)-6-methoxy-1H-pyrazolo[4,3-b]pyridine-1-carboxylate